CC(C(=O)[O-])CC(C(=O)[O-])C 2,4-dimethyl-glutarate